3-(4-bromophenyl)-2,4-dioxo-1,3,7-triazaspiro[4.5]decane-7-carboxylate BrC1=CC=C(C=C1)N1C(NC2(C1=O)CN(CCC2)C(=O)[O-])=O